O=C(C=C(C)OC(CC1=CC=CC=C1)=O)C1=CC=CC=C1 (E)-phenylacetic acid-4-oxo-4-phenyl-2-buten-2-yl ester